FC=1C=C(NC2C(NC(CC2)=O)=O)C=C(C1N1CCN(CC1)CC1CCNCC1)F 3-[3,5-difluoro-4-[4-(4-piperidylmethyl)piperazin-1-yl]anilino]piperidine-2,6-dione